(2-hydroxy-5-methylphenyl)-5-(tetrahydro-2H-pyran-4-yl)-4-(4-(trifluoromethyl)phenyl)-4,5-dihydro-6H-pyrrolo[3,4-c]isoxazol-6-one OC1=C(C=C(C=C1)C)C1=C2C(=NO1)C(N(C2C2=CC=C(C=C2)C(F)(F)F)C2CCOCC2)=O